2-(6-fluoro-1H-indol-3-carbonyl)-4-hydroxypyrrolidine-1-carboxylate FC1=CC=C2C(=CNC2=C1)C(=O)C1N(CC(C1)O)C(=O)[O-]